OCC(=O)[C@@H](O)[C@H](O)CO D(-)-Xylulose